5-(8-chloroquinazolin-2-yl)-N,N-dimethylpyridin-2-amine ClC=1C=CC=C2C=NC(=NC12)C=1C=CC(=NC1)N(C)C